C(C)(C)(C)[C@]12C[C@@H](C[C@H](CC1)N2)N2N=CC(=C2)[N+](=O)[O-] (1R,3r,5S)-tert-butyl-3-(4-nitro-1H-pyrazol-1-yl)-8-azabicyclo[3.2.1]octane